4-[2-[2,2-bis(3-carboxypropanoyloxymethyl)butoxymethyl]-2-(3-carboxypropanoyloxymethyl)butoxy]-4-oxo-butanoic acid C(=O)(O)CCC(=O)OCC(COCC(COC(CCC(=O)O)=O)(CC)COC(CCC(=O)O)=O)(CC)COC(CCC(=O)O)=O